Methyl ((2S)-1-(2-(((S)-1-(cyclopropylamino)-6,6-difluoro-1,2-dioxoheptan-3-yl)carbamoyl)-4,4-dimethylpiperidin-1-yl)-3,3-dimethyl-1-oxobutan-2-yl)carbamate C1(CC1)NC(C([C@H](CCC(C)(F)F)NC(=O)C1N(CCC(C1)(C)C)C([C@H](C(C)(C)C)NC(OC)=O)=O)=O)=O